ClC1=CC=C2C(=N1)SC(=C2)C(=O)NC=2C=C(C=1N(C2)C=C(N1)C)F 6-chloro-N-(8-fluoro-2-methyl-imidazo[1,2-a]pyridin-6-yl)thieno[2,3-b]pyridine-2-carboxamide